NC=1C(=NC=C(N1)N1CCC2([C@H](CC(C2)=O)N)CC1)SC=1C(=C(C=CC1)C(C(=O)N(C)C)=O)Cl (S)-2-(3-((3-amino-5-(4-amino-2-oxo-8-azaspiro[4.5]decan-8-yl)pyrazin-2-yl)thio)-2-chlorophenyl)-N,N-dimethyl-2-oxoacetamide